[(1E)-3-aminoprop-1-en-1-yl](imino)[4-(trifluoromethoxy)phenyl]-λ6-sulfanone dihydrochloride Cl.Cl.NC/C=C/S(=O)(C1=CC=C(C=C1)OC(F)(F)F)=N